C(C)(C)(C)OC(=O)N1C(C(CC1)=O)CC1=CC(=CC=C1)Br 2-(3-bromobenzyl)-3-oxopyrrolidine-1-carboxylic acid tert-butyl ester